OC1(C=CC=NC=C1)C1=CC=C(C=C1)C1=CC(=CC2=CC(=CC=C12)C1=CC=C(C=C1)C(F)(F)F)C(=O)O 4-(4-(5-hydroxyazepin-5-yl)phenyl)-7-(4-(trifluoromethyl)phenyl)-2-naphthoic acid